C[N+](CCNC(=O)N)(CCNC(=O)N)C dimethyl-bis-ureidoethyl-ammonium